4-(8-((4-(difluoromethoxy)phenyl)sulfonyl)-8-azaspiro[4.5]dec-2-yl)morpholine FC(OC1=CC=C(C=C1)S(=O)(=O)N1CCC2(CCC(C2)N2CCOCC2)CC1)F